BrC1=NN=C(S1)C1=CC=CC=2C1=C(ON2)C(=O)N (5-bromo-1,3,4-thiadiazol-2-yl)-2,1-benzoxazole-3-carboxamide